tert-butyl 3-((1,1-dioxido-3-(5-(pyrimidin-4-yl)-4H-1,2,4-triazol-3-yl)tetrahydrothiophen-3-yl)amino)benzoate O=S1(CC(CC1)(C1=NN=C(N1)C1=NC=NC=C1)NC=1C=C(C(=O)OC(C)(C)C)C=CC1)=O